1-(4-(2-([1,2,4]triazolo[1,5-a]pyrimidin-6-yl)-3-isopropyl-1H-indol-5-yl)piperidin-1-yl)-2-methylpropan-2-ol N1=CN=C2N1C=C(C=N2)C=2NC1=CC=C(C=C1C2C(C)C)C2CCN(CC2)CC(C)(O)C